3,7-di(1H-indazol-5-yl)-10-(2-(3-(trifluoromethyl)-5,6-dihydro-[1,2,4]triazolo[4,3-a]pyrazin-7(8H)-yl)ethyl)-10H-benzo[b]pyrido[2,3-e][1,4]oxazine N1N=CC2=CC(=CC=C12)C1=CC2=C(N(C3=C(O2)C=C(C=C3)C=3C=C2C=NNC2=CC3)CCN3CC=2N(CC3)C(=NN2)C(F)(F)F)N=C1